(E)-N'-cyano-2-(((S)-1,2-dimethylpyrrolidin-2-yl)methoxy)-N-((1,2,3,5,6,7-hexahydro-s-indacen-4-yl)carbamoyl)ethene-1-sulfonimidamide C(#N)N=S(=O)(NC(NC1=C2CCCC2=CC=2CCCC12)=O)\C=C\OC[C@]1(N(CCC1)C)C